COCCN1N=CC=2C1=NC(=CN2)N2C(CCC(C2)COC=2C(=NC=CC2)C(F)(F)F)C 1-(2-methoxyethyl)-6-(2-methyl-5-(((2-(trifluoromethyl)pyridin-3-yl)oxy)methyl)piperidin-1-yl)-1H-pyrazolo[3,4-b]pyrazine